C1(CC1)C=1C=NNC1N 4-cyclopropyl-1H-pyrazol-5-amine